ortho-bis(1-bromoethyl)benzene BrC(C)C1=C(C=CC=C1)C(C)Br